BrC1=CC(=C(C(=C1)CNC(CO)C1CC1)O)Cl 4-Bromo-2-chloro-6-{[(1-cyclopropyl-2-hydroxyethyl)amino]methyl}phenol